C(C)N(C1=CC=C2C(=C(C(OC2=C1)=O)C=O)SCCCCCCO)CC 7-(diethylamino)-4-((6-hydroxyhexyl)thio)-2-oxo-2H-chromene-3-formaldehyde